1-[6,12-bis-(1H-indazol-5-yl)-13-methyl-9-oxa-2,4-diazatricyclo[8.4.0.0^{3,8}]tetradeca-1(10),3(8),4,6,11,13-hexaen-2-yl]-3-{3-oxa-7-azabicyclo[3.3.1]nonan-7-yl}propan-2-ol N1N=CC2=CC(=CC=C12)C=1C=NC=2N(C=3C=C(C(=CC3OC2C1)C=1C=C2C=NNC2=CC1)C)CC(CN1CC2COCC(C1)C2)O